pentafluorobenzenesulfonic acid, phenyl-ammonium salt C1(=CC=CC=C1)[NH3+].FC1=C(C(=C(C(=C1S(=O)(=O)[O-])F)F)F)F